[2H]C1=C(C(=C(C(=C1[2H])[2H])Br)[2H])[2H] bromobenzene-D5